NCCC1=CC=C2CNC(C2=C1)=O 6-(2-aminoethyl)isoindolin-1-one